methyl 1-[4-bromo-2-(2-chlorophenyl)phenyl]sulfonyl-4-fluoro-piperidine-4-carboxylate BrC1=CC(=C(C=C1)S(=O)(=O)N1CCC(CC1)(C(=O)OC)F)C1=C(C=CC=C1)Cl